NC1=NC=2C=CC(=CC2C2=C1C=NN2C)C(=O)N(C2COC1=C2C=CC(=C1)C#CC=1C(=NN(C1)C)C(F)(F)F)C 4-amino-N,1-dimethyl-N-(6-((1-methyl-3-(trifluoromethyl)-1H-pyrazol-4-yl)ethynyl)-2,3-dihydrobenzofuran-3-yl)-1H-pyrazolo[4,3-c]quinoline-8-carboxamide